C(C)(C)(CC)OOOC(C(C)(C)C)=O pivalic acid-tertiary-amyl-peroxyester